N1=CC=CC=2CN(CCC12)C1=C(C=C(C=N1)C(=O)NCC=1C=CC=C2C=CC=NC12)C 6-(7,8-dihydro-5H-1,6-naphthyridin-6-yl)-5-methyl-N-(8-quinolylmethyl)pyridine-3-carboxamide